FC(C(=O)O)(F)F.CN1C(N(C2=C1C=C(C=C2)N2CCC(CC2)CNC)C2C(NC(CC2)=O)=O)=O 3-(3-Methyl-5-[4-[(methylamino)methyl]piperidin-1-yl]-2-oxo-1,3-benzodiazol-1-yl)piperidine-2,6-dione trifluoroacetate